7-(5-fluoro-2-(((3S,4R)-3-hydroxytetrahydro-2H-pyran-4-yl)amino)pyrimidin-4-yl)-2-(((3S,4S)-4-fluoro-3-hydroxypiperidin-1-yl)methyl)-1-isopropylquinolin-4(1H)-one FC=1C(=NC(=NC1)N[C@H]1[C@@H](COCC1)O)C1=CC=C2C(C=C(N(C2=C1)C(C)C)CN1C[C@@H]([C@H](CC1)F)O)=O